2-(4-(3-((4-((3-Aminopropyl)amino)butyl)amino)propyl)phenyl)-3,7,8-trihydroxy-4H-chromen-4-one trihydrochloride Cl.Cl.Cl.NCCCNCCCCNCCCC1=CC=C(C=C1)C=1OC2=C(C(=CC=C2C(C1O)=O)O)O